BrC1=CC=C(S1)C1CN(C1)C(=O)OCCCC butyl 3-(5-bromothiophen-2-yl)azetidine-1-carboxylate